N[C@@H]1[C@@H]([C@H]2CC[C@@H](C1)N2C2=C(N=C1C(=N2)NN=C1C1=C(C2=C(N(N=C2C=C1)CC)C#N)Cl)CO)F 5-{6-[(1R,2S,3S,5S)-3-amino-2-fluoro-8-azabicyclo[3.2.1]octan-8-yl]-5-(hydroxymethyl)-1H-pyrazolo[3,4-b]pyrazin-3-yl}-4-chloro-2-ethyl-2H-indazole-3-carbonitrile